4-carboxy-2-nitrobenzenesulfonic acid sodium salt [Na+].C(=O)([O-])C1=CC(=C(C=C1)S(=O)(=O)[O-])[N+](=O)[O-].[Na+]